6-(3-isopropyl-5-(1-propylpiperidin-4-yl)-1H-indol-2-yl)-7,8-dimethyl-[1,2,4]triazolo[1,5-a]pyridine C(C)(C)C1=C(NC2=CC=C(C=C12)C1CCN(CC1)CCC)C=1C(=C(C=2N(C1)N=CN2)C)C